COC1=C(CCN)C=CC=C1 o-methoxyphenethylamine